Cl.N1(CCNCC1)C1=CC=2N(C=C1)C(=CN2)N2C(NC(CC2)=O)=O 1-(7-(piperazin-1-yl)imidazo[1,2-a]pyridin-3-yl)dihydropyrimidine-2,4(1H,3H)-dione hydrochloride